N1CC(C1)N1CCC(CC1)N1C[C@H]([C@H](CC1)N1N=C(C=2C1=NC=NC2N)C2=CC=C(C=C2)OC2=CC=CC=C2)F 1-((3R,4S)-1'-(azetidin-3-yl)-3-fluoro-[1,4'-bipiperidin]-4-yl)-3-(4-phenoxyphenyl)-1H-pyrazolo[3,4-d]pyrimidin-4-amine